(1-hydroxyethyl)-4-methylthiazol OC(C)C=1SC=C(N1)C